Lauryl-Pyrrolidone C(CCCCCCCCCCC)N1C(CCC1)=O